CN1C(SC2=C1C=CC(=C2)C2=NC(=CN=C2)N2CC1(C2)CN(C1)C(=O)C=1C=NN(C1)C)=O 3-methyl-6-(6-(6-(1-methyl-1H-pyrazole-4-carbonyl)-2,6-diazaspiro[3.3]heptane-2-yl)pyrazin-2-yl)benzo[d]thiazol-2(3H)-one